2-acetoxyethyl 4-((E)-4-((2Z,4E)-2-hydroxy-5-(indolin-1-yl)penta-2,4-dien-1-ylidene)-5-oxo-3-(trifluoromethyl)-4,5-dihydro-1H-pyrazol-1-yl)benzoate O\C(\C=C\1/C(=NN(C1=O)C1=CC=C(C(=O)OCCOC(C)=O)C=C1)C(F)(F)F)=C/C=C/N1CCC2=CC=CC=C12